N[C@H](C(=O)O)CCNC(=O)OC(C)(C)C (S)-2-amino-4-((tert-butoxycarbonyl)amino)butanoic acid